FC1=CC(=C(C=C1C=1C=NC(=NC1)N1CCOCC1)NC(C1=CC=CC=C1)=O)N1C[C@H](N(CC1)C)C |r| N-[4-fluoro-5-(2-morpholin-4-ylpyrimidin-5-yl)-2-[rac-(3R)-3,4-dimethylpiperazin-1-yl]phenyl]benzamide